C(C)(C)(C)OC(=O)N1C(C2=CC(=CC=C2C1=O)NC(=O)OC(C)(C)C)(C)C 6-(tert-Butoxycarbonylamino)-1,1-dimethyl-3-oxo-isoindoline-2-carboxylic acid tert-butyl ester